1-(imidazo[1,2-a]pyridin-3-ylmethyl)-4-phenylpiperidin-2-one N=1C=C(N2C1C=CC=C2)CN2C(CC(CC2)C2=CC=CC=C2)=O